phenyltris(methoxymethoxy)silane C1(=CC=CC=C1)[Si](OCOC)(OCOC)OCOC